BrC1=CC=C(C(/C=C/C2=CC=CC=C2)=O)C=C1 4'-bromochalcone